O1C2=C(NCC1)N=CC=C2CN2C(N(C(C2(C)C)=O)C2=CC=C(C=C2)C2(CC2)C(F)(F)F)=O 1-((3,4-dihydro-2H-pyrido[3,2-b][1,4]oxazin-8-yl)methyl)-5,5-dimethyl-3-(4-(1-(trifluoromethyl)cyclopropyl)phenyl)imidazolidine-2,4-dione